methyl 2-cyclopropyl-5-ethoxy-4-((3-(4-((2-(2-hydroxyethoxy)ethyl)carbamoyl)phenyl)-2-oxo-1,3,8-triazaspiro[4.5]decan-8-yl)methyl)benzoate C1(CC1)C1=C(C(=O)OC)C=C(C(=C1)CN1CCC2(CN(C(N2)=O)C2=CC=C(C=C2)C(NCCOCCO)=O)CC1)OCC